1,3,2-dioxathiolan O1SOCC1